OCC[C@H](CCC)NC=1C2=C(N=C(N1)NC(OC)=O)C=NN2CC=2C=CC=C1C=CC=NC21 methyl (S)-(7-((1-hydroxyhexan-3-yl)amino)-1-(quinolin-8-ylmethyl)-1H-pyrazolo[4,3-d]pyrimidin-5-yl)carbamate